(E)-3-methyl-4-(5-((3-oxobenzo[b]thiophen-2(3H)-ylidene)methyl)furan-2-yl)benzoic acid CC=1C=C(C(=O)O)C=CC1C=1OC(=CC1)/C=C/1\C(C2=C(S1)C=CC=C2)=O